ClCCC(=C(C1=CC=CC=C1)C1=CC=C(OCCN2CCC(CC2)CN2C3CN(CC2C3)C=3C=C2C(N(C(C2=CC3)=O)C3C(NC(CC3)=O)=O)=O)C=C1)C1=CC=CC=C1 5-(6-((1-(2-(4-(4-chloro-1,2-diphenylbut-1-en-1-yl)phenoxy)ethyl)piperidin-4-yl)methyl)-3,6-diazabicyclo[3.1.1]heptan-3-yl)-2-(2,6-dioxopiperidin-3-yl)isoindoline-1,3-dione